FC1(CCC(CC1)N)CCN1CCN(CC1)C1=NSC2=C1C=CC(=C2)F cis-4-fluoro-4-(2-(4-(6-fluorobenzo[d]isothiazol-3-yl)piperazin-1-yl)ethyl)cyclohexane-1-amine